ClC1=C(C(=NN1C)C)S(=O)(=O)N1CCC(CC1)C=1C(=CC=2N(C1)N=CN2)F 6-(1-((5-chloro-1,3-dimethyl-1H-pyrazol-4-yl)sulfonyl)piperidin-4-yl)-7-fluoro-[1,2,4]triazolo[1,5-a]pyridine